ClC1=NC(=NC=C1C(=O)NC=1C(=NC=C(C(=O)OCC)C1)C)NNC ethyl 5-(4-chloro-2-(2-methylhydrazinyl)pyrimidine-5-carboxamido)-6-methylnicotinate